Cl.C(C)N1CCN(CC1)C1=CC(=NC(=N1)C)NC=1SC(=CN1)C1=CC=NC=C1 [6-(4-Ethyl-piperazin-1-yl)-2-methyl-pyrimidin-4-yl]-(5-pyridin-4-yl-thiazol-2-yl)-amine hydrochloride salt